ClC=1N=CC2=C(N1)C(=NC=N2)Cl 2,8-dichloro-[1,3]diazino[5,4-d]pyrimidine